CC1=CC=2N(C=C1)N=NC2C(=O)N[C@@H]2CCC1=CC(=CC=C21)C2=NOC(=N2)C (R)-5-methyl-N-(5-(5-methyl-1,2,4-oxadiazol-3-yl)-2,3-dihydro-1H-inden-1-yl)-[1,2,3]triazolo[1,5-a]pyridine-3-carboxamide